3-[4-methylene-1-oxo-6-(piperazin-1-yl)-1,2,3,4-tetrahydroisoquinolin-2-yl]piperidine-2,6-dione (trifluoroacetate) FC(C(=O)O)(F)F.C=C1CN(C(C2=CC=C(C=C12)N1CCNCC1)=O)C1C(NC(CC1)=O)=O